2,4-bis(benzyloxy)-5-methylbenzoic acid C(C1=CC=CC=C1)OC1=C(C(=O)O)C=C(C(=C1)OCC1=CC=CC=C1)C